1-(4-bromo-2-chlorophenyl)methoxyamine BrC1=CC(=C(C=C1)CON)Cl